5-chloro-2-(4-fluoro-2-methoxyphenoxy)-N-(2-oxo-1,2-dihydropyridin-4-yl)benzamide ClC=1C=CC(=C(C(=O)NC2=CC(NC=C2)=O)C1)OC1=C(C=C(C=C1)F)OC